6-(4-amino-3-fluorophenyl)-2-(((1r,4r)-4-(dimethylamino)cyclohexyl)amino)-8-methylpyrido[4,3-d]pyrimidin-7(6H)-one NC1=C(C=C(C=C1)N1C=C2C(N=C(N=C2)NC2CCC(CC2)N(C)C)=C(C1=O)C)F